[Fe](Cl)(Cl)Cl.C(=O)(O)C1=CC=C(C=C1)C=1C2=CC=C(N2)C(=C2C=CC(C(=C3C=CC(=C(C=4C=CC1N4)C4=CC=C(C=C4)C(=O)O)N3)C3=CC=C(C=C3)C(=O)O)=N2)C2=CC=C(C=C2)C(=O)O 5,10,15,20-tetra(p-carboxyphenyl)porphyrin iron (III) chloride